Cl.C(C1=CC=CC=C1)OC(=O)C1=C(C=CC=2CCOC21)OC[C@@H](CC2=CC=CC=C2)N (R)-6-(2-amino-3-phenylpropoxy)-2,3-dihydrobenzofuran-7-carboxylic acid benzyl ester hydrochloride